BrCCCCCC(=O)OC\C=C(\CCCC(CCCC(CCCC(C)C)C)C)/C (E)-3,7,11,15-tetramethylhexadec-2-enyl 6-bromohexanoate